[Cl-].[Cl-].C[Ti+2]C Dimethyl-titanium dichloride